2-[[6-(1,3-Benzothiazol-2-ylamino)-5-methyl-pyridazin-3-yl]-(4-hydroxybutyl)amino]-5-[3-[2-fluoro-4-[3-[methyl(3-sulfopropyl)amino]prop-1-ynyl]phenoxy]propyl]thiazole-4-carboxylic acid S1C(=NC2=C1C=CC=C2)NC2=C(C=C(N=N2)N(C=2SC(=C(N2)C(=O)O)CCCOC2=C(C=C(C=C2)C#CCN(CCCS(=O)(=O)O)C)F)CCCCO)C